chloro-6-(1-isopropyl-1H-pyrazol-3-yl)-5-methyl-2-(pyridin-2-yl)pyrrolo[2,1-f][1,2,4]triazine ClC1=NC(=NN2C1=C(C(=C2)C2=NN(C=C2)C(C)C)C)C2=NC=CC=C2